FC(CC(=O)[O-])(F)F.COCCC[NH2+]C=1C=NN(C1)C 3-Methoxy-N-(1-methyl-1H-pyrazol-4-yl)propanaminium 3,3,3-trifluoropropanoate